3-chloro-2-(((2R,4R)-4-(pyridin-3-yl)pyrrolidin-2-yl)methoxy)pyridine ClC=1C(=NC=CC1)OC[C@@H]1NC[C@H](C1)C=1C=NC=CC1